COC(=O)C=1C(=CC=C2C(=CC=NC12)O)C=1C=NN(C1C)CC12CC3CC(CC(C1)C3)C2 7-(1-(adamantan-1-ylmethyl)-5-methyl-1H-pyrazol-4-yl)-4-hydroxyquinoline-8-carboxylic acid methyl ester